BrC1=CC=C(C=C1)[SH2](=NC)C (4-bromophenyl)(methyl)(methylimino)-lambda6-Sulfane